C(C)OC(=O)C1=NSC(=N1)C1=CC=CC=C1 5-phenyl-1,2,4-thiadiazole-3-carboxylic acid ethyl ester